4-amino-3-chloro-6-(2,4-dichloro-3-methoxyphenyl)-pyridine-2-carboxylic acid methyl ester COC(=O)C1=NC(=CC(=C1Cl)N)C1=C(C(=C(C=C1)Cl)OC)Cl